2-(5-(2-cyclopropylpropan-2-yl)-4-(3-fluoro-4-sulfamoylbenzyl)-3-(3-((5-methylthiophen-2-yl)ethynyl)phenyl)-1H-pyrazol-1-yl)thiazole-4-carboxylic acid C1(CC1)C(C)(C)C1=C(C(=NN1C=1SC=C(N1)C(=O)O)C1=CC(=CC=C1)C#CC=1SC(=CC1)C)CC1=CC(=C(C=C1)S(N)(=O)=O)F